N-(5-bromo-3-fluoro-6-methoxypyridin-2-yl)-2-chlorobenzenesulfonamide BrC=1C=C(C(=NC1OC)NS(=O)(=O)C1=C(C=CC=C1)Cl)F